C(=C\C1=CC=CC=C1)/C1=C(C#N)C(=CC=C1)SC1=CC=C(C=C1)C (E)-2-styryl-6-(p-tolylthio)benzonitrile